5-Fluoro-3-iodo-6-(2-methoxyethoxy)-1H-indazol FC=1C=C2C(=NNC2=CC1OCCOC)I